2-methoxyethyl (1R,5S)-8-((3-fluoro-4-(4-fluorophenoxy)-phenyl)sulfonyl)-1-(hydroxy-carbamoyl)-3,8-diazabicyclo-[3.2.1]octane-3-carboxylate FC=1C=C(C=CC1OC1=CC=C(C=C1)F)S(=O)(=O)N1[C@]2(CN(C[C@@H]1CC2)C(=O)OCCOC)C(NO)=O